[1-(1-amino-1-naphthylmethyl)-2-oxopropyl] phosphonate P(OC(C(C)=O)CC1(CC=CC2=CC=CC=C12)N)([O-])=O